C(C1=CC=CC=C1)NC(=O)C=1N(C(N2C1CN(CC2)C(C2=CC(=C(C=C2)Br)Cl)=O)=O)C2=CC(=CC=C2)F N-benzyl-7-(4-bromo-3-chloro-benzoyl)-2-(3-fluorophenyl)-3-oxo-6,8-dihydro-5H-imidazo[1,5-a]pyrazine-1-carboxamide